1-(5-(2,6-dioxopiperidin-3-yl)pyridin-2-yl)piperidine O=C1NC(CCC1C=1C=CC(=NC1)N1CCCCC1)=O